1-(6-((2R,3R)-2-Methyl-3-(piperazin-1-yl)azetidin-1-yl)-2-(trifluoromethyl)pyrimidin-4-yl)-6',7'-dihydrospiro[piperidine-4,4'-pyrano[4,3-d]thiazole] C[C@H]1N(C[C@H]1N1CCNCC1)C1=CC(=NC(=N1)C(F)(F)F)N1CCC2(OCCC=3N=CSC32)CC1